[Hf].CC1=C(C(=C(C1(C1(C=CC=2C1=C1CCCCC1=CC2)C(C)CC)C)C)C)C pentamethylcyclopentadienyl-(1-sec-butyl-6,7,8,9-tetrahydro-1H-cyclopenta[a]naphthalene) hafnium